(2R)-3-hydroxy-2-methyl-propionic acid methyl ester HCl salt Cl.COC([C@@H](CO)C)=O